3-(4-methoxyphenyl)propane-1,2-diol COC1=CC=C(C=C1)CC(CO)O